(E)-butyl-(2,6-dimethoxy-4-(2-nitroprop-1-en-1-yl)phenyl)sulfane C(CCC)SC1=C(C=C(C=C1OC)\C=C(/C)\[N+](=O)[O-])OC